thiosemicarbazide zinc (II) [Zn+2].NNC(=S)N